N1N=NC(=C1)N1CNCC2=CC=CC=C12 (1,2,3-triazol-4-yl)tetrahydroquinazoline